((6-cyano-1H-indol-1-yl)methyl)isonicotinic acid methyl ester COC(C1=C(C=NC=C1)CN1C=CC2=CC=C(C=C12)C#N)=O